6-(2,2-dimethylindolin-5-yl)-5-[4-[(3S)-1-(3-fluoropropyl)pyrrolidin-3-yl]oxyphenyl]-8,9-dihydro-7H-benzo[7]annulene-2-carboxylic Acid hydrochloride Cl.CC1(NC2=CC=C(C=C2C1)C1=C(C2=C(CCC1)C=C(C=C2)C(=O)O)C2=CC=C(C=C2)O[C@@H]2CN(CC2)CCCF)C